ClC=1C=C(C(=C(C1)C1=NC=NN2C1=CC(=C2)CN2C(C1C(C1C2=O)(C)C)=O)OCC2(CCNCC2)C)C 3-((4-(5-chloro-3-methyl-2-((4-methylpiperidin-4-yl)methoxy)phenyl)pyrrolo[2,1-f][1,2,4]triazin-6-yl)methyl)-6,6-dimethyl-3-azabicyclo[3.1.0]hexane-2,4-dione